N(OP(OC)(O)=O)(OP(OC)(O)=O)OP(OC)(O)=O nitrilotris(methyl-phosphoric acid)